N-(1-(3-cyanophenyl)-6-(2-(2-hydroxyethyl)benzo[d][1,3]dioxol-5-yl)-1H-pyrazolo[3,4-d]pyrimidin-4-yl)-5-nitrothiophene-2-carboxamide C(#N)C=1C=C(C=CC1)N1N=CC=2C1=NC(=NC2NC(=O)C=2SC(=CC2)[N+](=O)[O-])C2=CC1=C(OC(O1)CCO)C=C2